2-(2',3'-dihydro-1'H-spiro[cyclopropane-1,4'-isoquinolin]-7'-ylamino)-6-(4-hydroxyphenyl)imidazo[1,2-a]pyrimido[5,4-e]pyrimidin-5(6H)-one C1NCC2(C3=CC=C(C=C13)NC=1N=CC=3C(N(C=4N(C3N1)C=CN4)C4=CC=C(C=C4)O)=O)CC2